C(#N)N1C[C@H](CC1)CNC(=O)C1=CN=C(N1)C1=CC=CC=C1 (R)-N-((1-Cyanopyrrolidin-3-yl)methyl)-2-phenyl-1H-imidazol-5-carboxamid